C1OCC12CCN(CC2)C2=NC=1N(C=C2)N=CC1C(=O)O 5-(2-Oxa-7-azaspiro[3.5]non-7-yl)pyrazolo[1,5-a]pyrimidine-3-carboxylic acid